IC1=NN(C2=CC=CC=C12)C1=CC(=CC=C1)[N+](=O)[O-] 3-iodo-1-(3-nitrophenyl)indazole